CC1=NN(C(=C1)C)C=1C=CC(N(N1)C1CCN(CC1)C(=O)C=1NC2=CC(=CC=C2C1)OC)=O 6-(3,5-dimethylpyrazol-1-yl)-2-[1-(6-methoxy-1H-indole-2-carbonyl)piperidin-4-yl]pyridazin-3-one